4-(benzylamino)-5,6-dimethyl-3-nitropyridin-2-yl trifluoromethanesulfonate FC(S(=O)(=O)OC1=NC(=C(C(=C1[N+](=O)[O-])NCC1=CC=CC=C1)C)C)(F)F